O1COC2=C1C=CC(=C2)C2=NN(C1=NC=NC(=C12)N)C(C)C1=NN(C2=CC(=CC=C12)Cl)C=1C=NC=CC1 (benzo[1,3]dioxolan-5-yl)-1-(1-(6-chloro-1-(pyridin-3-yl)-1H-indazol-3-yl)ethyl)-1H-pyrazolo[3,4-d]pyrimidin-4-amine